1-[3-(6,7-dihydro-1-methyl-7-oxo-3-propyl-1H-pyrazolo[4,3-d]pyrimidin-5-yl)-4-ethoxybenzenesulfonyl]-cis-3,5-dimethylpiperazine citrate salt C(CC(O)(C(=O)O)CC(=O)O)(=O)O.CN1N=C(C=2N=C(NC(C21)=O)C=2C=C(C=CC2OCC)S(=O)(=O)N2C[C@H](N[C@H](C2)C)C)CCC